(3R)-trifluoromethanesulfonic acid 3-hydroxy-2,3-dihydro-1-benzofuran-6-yl ester O[C@H]1COC2=C1C=CC(=C2)OS(=O)(=O)C(F)(F)F